C(CCCC)OC[Al] n-pentyloxymethylaluminum